Cl.OC1=CC=C2C3=C(C(OC2=C1)=O)C=CC=C3 3-hydroxy-6H-benzo[c]chromen-6-one hydrochloride